COCCN1C(=NC=2C1=NC(=CC2)C=2C=CN1N=C(N=CC12)NC1CCC(CC1)N)C N1-(5-(3-(2-methoxyethyl)-2-methyl-3H-imidazo[4,5-b]pyridin-5-yl)pyrrolo[2,1-f][1,2,4]triazin-2-yl)cyclohexane-1,4-diamine